N-methylpyrrolidoneOne CN1C(C(CC1)=O)=O